4-[4-(5-cyclobutyloxymethyl-thiophen-3-yl)-2,6-difluoro-phenoxy]-butyric acid C1(CCC1)OCC1=CC(=CS1)C1=CC(=C(OCCCC(=O)O)C(=C1)F)F